4-amino-N-(5-methylisoxazole-3-yl)benzenesulfonamide NC1=CC=C(C=C1)S(=O)(=O)NC1=NOC(=C1)C